CN(C(=O)C1=C(C=C)C=CC=C1)C 2-(dimethylcarbamoyl)styrene